O=C1NC(CCC1N(C1=CC(=C(C=C1)N1CCN(CC1)C1C(CN(CC1)C(=O)OC(C)(C)C)(F)F)F)C)=O tert-butyl 4-(4-(4-((2,6-dioxopiperidin-3-yl)(methyl)amino)-2-fluorophenyl)piperazin-1-yl)-3,3-difluoropiperidine-1-carboxylate